5-[(3-cyclopropyl-2-fluorophenyl)sulfinyl]-N-[2-(2,4-dimethylphenyl)-2,2-difluoroethyl]-2-methylpyrimidine-4-carboxamide C1(CC1)C=1C(=C(C=CC1)S(=O)C=1C(=NC(=NC1)C)C(=O)NCC(F)(F)C1=C(C=C(C=C1)C)C)F